guanidine phosphate salt P(=O)(O)(O)O.NC(=N)N